C(C)(C)NC(O[C@@H]1C[C@@H](CC1)C1=NNC(=C1)NC=1C=CC2=C(CN(S2(=O)=O)C)C1)=O |r| Racemic-cis-3-(5-((2-methyl-1,1-dioxido-2,3-dihydrobenzo[d]isothiazol-5-yl)amino)-1H-pyrazol-3-yl)cyclopentyl isopropylcarbamate